FC(C=1C=C(C=NC1)NC(=O)C1=CSC=2CN(CCC21)C(=O)OC(C)(C)C)(F)F tert-butyl 3-((5-(trifluoromethyl)pyridin-3-yl)carbamoyl)-4,7-dihydrothieno[2,3-c]pyridine-6(5H)-carboxylate